(5aR,5bS,7aS,8S,10aS,10bR)-2-((2,5-dimethoxyphenyl)amino)-5a,7a-dimethyl-5,5a,5b,6,7,7a,8,9,10,10a,10b,11-dodecahydro-4H-cyclopenta[7,8]phenanthro[2,1-d]thiazol-8-yl butyrate C(CCC)(=O)O[C@H]1CC[C@@H]2[C@@]1(CC[C@@H]1[C@]3(CCC=4N=C(SC4C3=CC[C@@H]21)NC2=C(C=CC(=C2)OC)OC)C)C